4-((5-methoxyimidazo[4,5-b]pyridin-1-yl)methyl)phenylboronic acid COC1=CC=C2C(=N1)N=CN2CC2=CC=C(C=C2)B(O)O